4-(4-(6-(((1R,3s,5S)-1,5-dimethyl-9-azabicyclo[3.3.1]nonan-3-yl)oxy)pyridazin-3-yl)-2,3-difluoro-5-hydroxyphenyl)-1-methylpyridin-2(1H)-one C[C@]12CC(C[C@](CCC1)(N2)C)OC2=CC=C(N=N2)C2=C(C(=C(C=C2O)C2=CC(N(C=C2)C)=O)F)F